[1-(6-bromo-3-pyridyl)-1-methyl-ethoxy]-tert-butyl-dimethyl-silane BrC1=CC=C(C=N1)C(C)(O[Si](C)(C)C(C)(C)C)C